N-[[6-(oxazole-5-carbonyl)-6-azaspiro[2.5]octan-2-yl]methyl]furo[2,3-c]pyridine-2-carboxamide O1C=NC=C1C(=O)N1CCC2(C(C2)CNC(=O)C2=CC=3C(=CN=CC3)O2)CC1